OCCOC1=NC=C(C=N1)C1=CC=C(C(N)=N)C=C1 4-(2-(2-hydroxyethoxy)pyrimidin-5-yl)benzimidamide